(R)-1-((1-(dimethylamino)cyclopropyl)ethynyl)-4-((1-methyl-1H-pyrazol-4-yl)methyl-d2)-N-(1-methylcyclopropyl)-5-oxo-1,2,4,5-tetrahydroimidazo[1,2-a]quinazoline-7-sulfonamide CN(C1(CC1)C#C[C@@H]1CN=C2N1C1=CC=C(C=C1C(N2C([2H])([2H])C=2C=NN(C2)C)=O)S(=O)(=O)NC2(CC2)C)C